tert-butyl (2S,4Z)-2-[[tert-butyl(dimethyl)silyl]oxymethyl]-4-(spiro[2.5]oct-6-en-6-ylmethylene)pyrrolidine-1-carboxylate [Si](C)(C)(C(C)(C)C)OC[C@H]1N(C\C(\C1)=C/C=1CCC2(CC2)CC1)C(=O)OC(C)(C)C